CN([C@@H]1CN(CCC1)C1=CC=C(C=C1)C=1OC2=C(C=C(C=C2C(C1C)=O)C)[C@@H](C)NC1=C(C(=O)O)C=CC=C1)C 2-(((R)-1-(2-(4-((S)-3-(dimethylamino)piperidin-1-yl)phenyl)-3,6-dimethyl-4-oxo-4H-chromen-8-yl)ethyl)amino)benzoic acid